CN1C(N(CC=2C1=NC(=NC2)SC)C2=CC=CC=C2)=O methyl-7-(methylthio)-3-phenyl-3,4-dihydropyrimido[4,5-d]pyrimidin-2(1H)-one